(2-fluorophenyl)(methyl)(((1-(4-(5-(trifluoromethyl)-1,2,4-oxadiazol-3-yl)phenyl)-1H-pyrazol-4-yl)methyl)imino)-λ6-sulfanone FC1=C(C=CC=C1)S(=O)(=NCC=1C=NN(C1)C1=CC=C(C=C1)C1=NOC(=N1)C(F)(F)F)C